C(CC1=CC=CC=C1)NC(C(=O)N)CCC1=CC=CC=C1 2-(phenethylamino)-4-phenylbutanamide